1-(4-(3-amino-3-oxopropyl)phenyl)piperidine-4-carboxylic acid ethyl ester C(C)OC(=O)C1CCN(CC1)C1=CC=C(C=C1)CCC(=O)N